5-chloro-N-(3-cyano-4-fluorophenyl)-2-(4,4-difluoroazepan-1-yl)-6-ethyl-nicotinamide ClC=1C(=NC(=C(C(=O)NC2=CC(=C(C=C2)F)C#N)C1)N1CCC(CCC1)(F)F)CC